(5RS)-2-[4-Chloro-3-(trifluoromethyl)benzyl]-3-oxo-2,3,5,6,7,8-hexahydro[1,2,4]triazolo[4,3-a]pyridine-5-carboxylic acid ClC1=C(C=C(CN2N=C3N([C@H](CCC3)C(=O)O)C2=O)C=C1)C(F)(F)F |r|